8-Chloro-5-methoxy-1-{1-[(3R)-tetrahydrofuran-3-yl]piperidin-4-yl}-5,6-dihydro-4H-[1,2,4]triazolo[4,3-a][1]benzazepin ClC=1C=CC2=C(CC(CC=3N2C(=NN3)C3CCN(CC3)[C@H]3COCC3)OC)C1